N-(3-methyloxetan-3-yl)-N-((2-(trimethylsilyl)ethoxy)methyl)imidazo[1,5-a]Pyridine-6-sulfonamide CC1(COC1)N(S(=O)(=O)C=1C=CC=2N(C1)C=NC2)COCC[Si](C)(C)C